C(C)(=O)ON=C(C)C=1C=CC=2N(C3=CC=C(C=C3C2C1)C(C1=C(C=C(C=C1)OCC1OC(OC1)(C)C)C)=O)CC N-acetoxy-1-[9-ethyl-6-{2-methyl-4-(3,3-dimethyl-2,4-dioxacyclopentanylmethyloxy)benzoyl}-9H-carbazol-3-yl]ethane-1-imine